[N+](=O)([O-])[O-].[Fe+2].[OH-].[Na+] Sodium hydroxide Iron nitrate